5-{6-[2-(2-Cyano-7-fluoro-4-methoxy-indol-1-yl)-ethylamino]-pyrimidin-4-yl}-3-ethoxy-thiophene-2-carboxylic acid phenyl ester C1(=CC=CC=C1)OC(=O)C=1SC(=CC1OCC)C1=NC=NC(=C1)NCCN1C(=CC2=C(C=CC(=C12)F)OC)C#N